C1(=CC=CC=C1)SCCOC=1C=C(C=CC1)B(O)O (3-[2-(PHENYLSULFANYL)ETHOXY]PHENYL)BORANEDIOL